BrC1=CC2=C(N=C(N=C2)N[C@@H]2C[C@@H](CCC2)C(=O)NC)N(C1=O)C |r| rac-(1R,3S)-3-((6-bromo-8-methyl-7-oxo-7,8-dihydropyrido[2,3-d]pyrimidin-2-yl)amino)-N-methylcyclohexane-1-carboxamide